FC([C@H]1CCC=2N1C1=C(N2)C=CC(=C1)[C@@H]1[C@H](C1)C=1C=2N(N=C(C1)C=1C(NC(NC1)=O)=O)C=CN2)(F)F 5-(8-((1S,2S)-2-((R)-1-(trifluoromethyl)-2,3-dihydro-1H-benzo[d]pyrrolo[1,2-a]imidazol-7-yl)cyclopropyl)imidazo[1,2-b]pyridazin-6-yl)pyrimidine-2,4(1H,3H)-dione